COCOC1=C(C2=CC=CC=C2C=C1)C1=C(C=CC2=CC=CC=C12)OCOC 2,2'-bis(methoxy-methoxy)-1,1'-binaphthyl